1-(2-naphthylmethyl)benzotriazole C1=C(C=CC2=CC=CC=C12)CN1N=NC2=C1C=CC=C2